[2-(cyclopropylamino)-2-oxoethyl]-5-{[4-(trifluoromethoxy)phenyl]sulfonyl}pyridine-2-carboxamide C1(CC1)NC(CC=1C(=NC=C(C1)S(=O)(=O)C1=CC=C(C=C1)OC(F)(F)F)C(=O)N)=O